N-((1r,4r)-4-(3-chloro-4-cyanophenoxy)cyclohexyl)-6-(4-((5-(2,4-dioxotetrahydropyrimidin-1(2H)-yl)pyridin-2-yl)methyl)piperazin-1-yl)pyridazine-3-carboxamide ClC=1C=C(OC2CCC(CC2)NC(=O)C=2N=NC(=CC2)N2CCN(CC2)CC2=NC=C(C=C2)N2C(NC(CC2)=O)=O)C=CC1C#N